8-bromo-2-(2-(4-(2-oxoazetidin-1-yl)phenoxy)acetyl)-1,3,4,12a-tetrahydrobenzo[e]pyrazino[1,2-a][1,4]diazepine-6,12(2H,11H)-dione BrC1=CC2=C(NC(C3N(C2=O)CCN(C3)C(COC3=CC=C(C=C3)N3C(CC3)=O)=O)=O)C=C1